[Li+].FC(OC1=CC=C(C=C1)S(=O)(=O)[NH-])(F)F 4-(trifluoromethoxy)-benzenesulfonamide lithium salt